C(CCCCCCCC=CCCCC)CS(=O)(=O)[O-] Tetradec-9-en-1-ylmethanesulfonate